tert-butyl 3-(2-(2-chloropyridin-4-yl)-3H-imidazo[4,5-b]pyridin-7-yl)-3,8-diazabicyclo[3.2.1]octane-8-carboxylate ClC1=NC=CC(=C1)C1=NC=2C(=NC=CC2N2CC3CCC(C2)N3C(=O)OC(C)(C)C)N1